N-(7-chloro-6-(1-((3R,4R)-4-hydroxy-3-methyltetrahydrofuran-3-yl)piperidin-4-yl)isoquinolin-3-yl)-2-(pyridin-3-yl)acetamide ClC1=C(C=C2C=C(N=CC2=C1)NC(CC=1C=NC=CC1)=O)C1CCN(CC1)[C@@]1(COC[C@@H]1O)C